(S)-N-(2-chloro-4-methylpyridin-3-yl)-4-(5-ethyl-4-(hydroxymethyl)thiazol-2-yl)-5-fluoro-2-((1,1,1-trifluoropropan-2-yl)oxy)benzamide ClC1=NC=CC(=C1NC(C1=C(C=C(C(=C1)F)C=1SC(=C(N1)CO)CC)O[C@H](C(F)(F)F)C)=O)C